N-[(ethoxy)carbonyl]methyl-D-leucyl-L-prolyl-{4-[N'-(propoxycarbonyl)carbamimidoyl]benzyl}amide hydrochloride Cl.C(C)OC(=O)CN[C@H](CC(C)C)C(=O)N1[C@@H](CCC1)C(=O)[N-]CC1=CC=C(C=C1)C(N)=NC(=O)OCCC